C(C=C)(=O)OCCCC(C(=O)[O-])CC(=O)[O-] Acryloyloxypropylsuccinat